Methyl 4-([1,1'-biphenyl]-4-ylmethyl)-5-methylthiophene-3-carboxylate C1(=CC=C(C=C1)CC=1C(=CSC1C)C(=O)OC)C1=CC=CC=C1